2-methylundecan CC(C)CCCCCCCCC